N-[5-(18-azido-4,7,10,13-tetraoxaoctadec-1-yn-1-yl)-2,3-dihydro-1H-inden-2-yl]-2-(pyridin-3-yl)quinazolin-4-amine N(=[N+]=[N-])CCCCCOCCOCCOCCOCC#CC=1C=C2CC(CC2=CC1)NC1=NC(=NC2=CC=CC=C12)C=1C=NC=CC1